FC=1C=C(C=C(C1C)[N+](=O)[O-])C1=CC=C(C=C1)S(=O)(=O)N1CCN(CC1)C 1-((3'-Fluoro-4'-methyl-5'-nitro-[1,1'-biphenyl]-4-yl)sulfonyl)-4-methylpiperazine